N-(2-(((2-Fluoroethyl)amino)methyl)quinolin-8-yl)-4-(trifluoromethyl)benzenesulfonamide FCCNCC1=NC2=C(C=CC=C2C=C1)NS(=O)(=O)C1=CC=C(C=C1)C(F)(F)F